N1=C(C=CC(=C1)NC(=O)C1=CN=CN1C)C1=NC=CC=C1 N-([2,2'-bipyridin]-5-yl)-1-methyl-1H-imidazole-5-carboxamide